C(C)(C)(C)OC(=O)NCC1(NC(NC1=O)=O)C(C(=O)OCC)C rac-Ethyl 2-[4-{[(tert-butoxycarbonyl)amino]methyl}-2,5-dioxoimidazolidin-4-yl]propanoate